N[C@@H](C1=CC=CC=C1)C(=O)[O-].N[C@@H](C1=CC=CC=C1)C(=O)[O-].[Mn+2] manganese (II) bis-L-phenylglycinate